[Na+].CC(=CS(=O)(=O)[O-])C1=CC=CC=C1 alpha-methyl-styrenesulfonic acid sodium salt